3-methacryloxypropyldimethylchlorosilane C(C(=C)C)(=O)OCCC[Si](Cl)(C)C